(S)-1-mercapto-2-propanol SC[C@H](C)O